N1(CCNCCC1)C=1C2=C(N=C(N1)OC[C@]13CCCN3C[C@@H](C1)F)C(=C(N=C2)C2=CC=CC1=CC=CC(=C21)C#C)F 4-(1,4-Diazepan-1-yl)-7-(8-ethynylnaphthalen-1-yl)-8-fluoro-2-(((2R,7aS)-2-fluorotetrahydro-1H-pyrrolizin-7a(5H)-yl)methoxy)pyrido[4,3-d]pyrimidine